(±)-(1s,4r)-2-(trifluoromethoxy)-7-azabicyclo[2.2.1]heptane-7-carboxylic acid tert-butyl ester C(C)(C)(C)OC(=O)N1[C@@H]2[C@@H](C[C@H]1CC2)OC(F)(F)F |&1:9|